ClC1=C(C=C(C=C1)C=1OC=C(N1)CCOCCCCI)F 2-(4-chloro-3-fluorophenyl)-4-[2-(4-iodobutoxy)ethyl]-1,3-oxazole